C1(CCCC1)NC(=O)C=1N=C2N(C=C(C=C2)C2=NOC(=N2)C(F)(F)F)C1 N-cyclopentyl-6-(5-(trifluoromethyl)-1,2,4-oxadiazol-3-yl)imidazo[1,2-a]pyridine-2-carboxamide